5,10,15,20-tetraphenyl-21H,23H-porphine iron monochloride [Fe]Cl.C1(=CC=CC=C1)C=1C2=CC=C(N2)C(=C2C=CC(C(=C3C=CC(=C(C=4C=CC1N4)C4=CC=CC=C4)N3)C3=CC=CC=C3)=N2)C2=CC=CC=C2